O=S1(C2=C(CC1)C=C(C(=C2)F)Br)=O 1,1-dioxo-5-bromo-6-fluoro-2,3-dihydrobenzo[b]thiophene